C(C)(C)(C)NC(C(=O)C1=CC(=CN1C)C(=O)NC1=CC(=C(C=C1)F)C)=O 5-(2-(tert-butylamino)-2-oxoacetyl)-N-(4-fluoro-3-methylphenyl)-1-methyl-1H-pyrrole-3-carboxamide